FC(N1CN(C=C1)CC)F 1-(difluoromethyl)-3-ethylimidazole